(2-{[2-(Ethoxycarbonyl)prop-2-en-1-yl]oxy}ethyl)phosphonic acid C(C)OC(=O)C(COCCP(O)(O)=O)=C